FC1=CC=C(C(=O)N2C3=C(OCC2)C(=CN=C3)C3=CC=C(C#N)C=C3)C=C1 4-(4-(4-Fluorobenzoyl)-3,4-dihydro-2H-pyrido[4,3-b][1,4]oxazin-8-yl)benzonitrile